C(C1=CC=CC=C1)(=O)NC1=C(C(=O)NC(C(=O)NCCCN2C=NC=C2)CC2=CC=CC=C2)C=CC=C1 2-benzamido-N-[1-(3-imidazol-1-ylpropylamino)-1-oxo-3-phenylpropan-2-yl]benzamide